N1C=CC2=CC(=CC=C12)OCCCCN1CC2=C(N(C=3C=CC=CC23)C)CC1 2-(4-((1H-indol-5-yl)oxy)butyl)-5-methyl-2,3,4,5-tetrahydro-1H-pyrido[4,3-b]indole